NC([C@H](C[C@H]1C(NC(C1)(C)C)=O)NC(=O)[C@H]1N(CC2(C1)CCCCC2)C(=O)C=2NC1=CC(=CC=C1C2)Cl)=O (S)-N-((S)-1-amino-3-((R)-5,5-dimethyl-2-oxopyrrolidin-3-yl)-1-oxopropan-2-yl)-2-(6-chloro-1H-indole-2-carbonyl)-2-azaspiro[4.5]decane-3-carboxamide